C(CC(=O)C)(=O)O.C(CC(=O)C)(=O)O.C(CC(=O)C)(=O)O.C(O)C(CC)(CO)CO 1,1,1-trimethylolpropane tris(acetoacetate)